tert-Butyl (4S)-4-[(1R)-1-isopropoxyhex-5-enyl]-2,2-dimethyl-oxazolidine-3-carboxylate C(C)(C)O[C@H](CCCC=C)[C@H]1N(C(OC1)(C)C)C(=O)OC(C)(C)C